BrC1=CC=C(OP(=O)(OC[C@]2(O[C@H](C=C2)N2C(NC(C(=C2)C)=O)=O)C#C)N[C@@H](C)C(=O)OC)C=C1 methyl ((4-bromophenoxy)(((2R,5R)-2-ethynyl-5-(5-methyl-2,4-dioxo-3,4-dihydropyrimidin-1(2H)-yl)-2,5-dihydrofuran-2-yl)methoxy)phosphoryl)-L-alaninate